5-hydroxy-5-amino-benzoic acid OC1(CC=CC(C(=O)O)=C1)N